[N+](=O)([O-])C1=CC(=C(C(=O)NN)C=C1)N1CCC2(CC2)CC1 4-nitro-2-(6-azaspiro[2.5]octan-6-yl)benzohydrazide